C(C)(=O)OC1=C(C(C#N)=C(C=C1)OC(C)=O)C#N 3,6-diacetoxyphthalonitrile